C(C)(C)(C)OC(=O)N1CCC=2C=C(C(=NC2C1)OCC1=C(C=C(C=C1)Cl)F)I 2-((4-Chloro-2-fluorobenzyl)oxy)-3-iodo-5,8-dihydro-1,7-naphthyridine-7(6H)-carboxylic acid tert-butyl ester